5,6-Dichloro-4-((5-chloropyrazin-2-yl)thio)pyridin-2-amine ClC=1C(=CC(=NC1Cl)N)SC1=NC=C(N=C1)Cl